ClC1=CC(=C(C(=O)NCC)C=C1)NC(=O)NC1=CC(=CC=C1)Cl 4-chloro-2-[3-(3-chlorophenyl)ureido]-N-ethylbenzamide